N1N=NC2=C1C=CC(=C2)CN2C(C1=CC=C(C=C1C2CC2=C(C=NN2C)Cl)CN2CCOCC2)=O 2-((1H-benzo[d][1,2,3]triazol-5-yl)methyl)-3-((4-chloro-1-methyl-1H-pyrazol-5-yl)methyl)-5-(morpholinomethyl)isoindolin-1-one